COC(C1=C(C=C(C(=C1)F)Br)N1CCOCC1)=O 4-Bromo-5-fluoro-2-morpholin-4-ylbenzoic acid methyl ester